C(C)(C)(C)OC(=O)N[C@H]1CC[C@H](CC1)CC(=O)N[C@@H](CC=1C(=C(C(=O)O)C=CC1)OC)B1OC2(C3C(C(CC2O1)C3)(C)C)C 3-((2R)-2-(2-(cis-4-(tert-butoxycarbonylamino)cyclohexyl)acetamido)-2-(2,9,9-trimethyl-3,5-dioxa-4-bora-tricyclo[6.1.1.02,6]dec-4-yl)ethyl)-2-methoxybenzoic acid